(E)-2-fluoro-3-(6-methylpyrazin-2-yl)acrylic acid ethyl ester C(C)OC(/C(=C\C1=NC(=CN=C1)C)/F)=O